COC(=O)C=1C(=C(SC1N)C(=O)OC(C)(C)C)C 5-amino-3-methylthiophene-2,4-dicarboxylic acid 2-(tert-butyl) 4-methyl ester